CC1=C(C(=O)C2=CC=C(N2)C(=O)OC)C=CC=N1 methyl 5-(2-methylnicotinoyl)-1H-pyrrole-2-carboxylate